N-[2-amino-5-(4-fluorophenyl)phenyl]-2-methyl-2-oxo-3H-2,1-benzothiazole-6-carboxamide NC1=C(C=C(C=C1)C1=CC=C(C=C1)F)NC(=O)C1=CC2=C(CS(N2)(=O)C)C=C1